C(#N)C=1C=CC(=NC1)OCC(C)(C)NC(=O)C=1C=C2C(=NC1)CCC2 N-(1-((5-cyanopyridin-2-yl)oxy)-2-methylpropan-2-yl)-6,7-dihydro-5H-cyclopenta[b]pyridine-3-carboxamide